ClC=1C(=C(C=2C(=C(SN2)N2C(CN(CC2)C(C=C)=O)CF)C1)F)C1=CC(=CC2=CC=CC=C12)O 1-(4-(5-chloro-7-fluoro-6-(3-hydroxy-1-naphthalenyl)-2,1-benzothiazol-3-yl)-3-(fluoromethyl)-1-piperazinyl)-2-propen-1-one